S(N)([O-])(=O)=O.C(CCCCCCCCC=C)(=O)[O-].[Na+].[Na+] disodium undecylenate sulfamate